tri(4-pyridyl)phosphine N1=CC=C(C=C1)P(C1=CC=NC=C1)C1=CC=NC=C1